C(C)C=1C(N2[C@H]([C@H](CCC2=CC1)NS(=O)(=O)CC)COC1CCC(CC1)CC)=O |o1:5,6| rel-N-[(3S,4R)-7-ethyl-4-({[(1s,4S)-4-ethylcyclohexyl]oxy}methyl)-6-oxo-1,3,4,6-tetrahydro-2H-quinolizin-3-yl]ethanesulfonamide